5-(4-fluoro-1-isopropyl-2-methyl-1H-benzo[d]imidazol-6-yl)-N-(2-isobutyl-2-azaspiro[3.3]heptan-6-yl)pyrrolo[2,1-f][1,2,4]triazin-2-amine FC1=CC(=CC=2N(C(=NC21)C)C(C)C)C=2C=CN1N=C(N=CC12)NC1CC2(CN(C2)CC(C)C)C1